[[5-bromo-2-(3-chloro-2-pyridyl)pyrazole-3-carbonyl]amino]-2,5-dimethyl-1,3-benzoxazole-7-carboxamide BrC=1C=C(N(N1)C1=NC=CC=C1Cl)C(=O)NC1=C(C=C(C2=C1N=C(O2)C)C(=O)N)C